1-(4-isopropyl-3,4-dihydroquinoxaline-1(2H)-yl)-3-(piperidin-1-yl)propan-1-one C(C)(C)N1CCN(C2=CC=CC=C12)C(CCN1CCCCC1)=O